1-(2-(3-chloro-4-(4,4,5,5-tetramethyl-1,3,2-dioxaborolan-2-yl)phenoxy)ethyl)piperazine ClC=1C=C(OCCN2CCNCC2)C=CC1B1OC(C(O1)(C)C)(C)C